(S)-N-(4-(2-((3-acrylamido-4-(2-methyl-4-(tetrahydro-2H-pyran-4-yl)piperazin-1-yl)phenyl)amino)pyrimidin-4-yl)-3-(hydroxymethyl)pyridin-2-yl)-4-cyclopropyl-2-fluorobenzamide C(C=C)(=O)NC=1C=C(C=CC1N1[C@H](CN(CC1)C1CCOCC1)C)NC1=NC=CC(=N1)C1=C(C(=NC=C1)NC(C1=C(C=C(C=C1)C1CC1)F)=O)CO